CC=1C=C(SC1)B(O)O 4-methylthiopheneboronic acid